(E)-4-(6-(2-(3-methylbenzylidene)hydrazinyl)-9-(3-(trifluoromethyl)phenyl)-9H-purin-2-yl)morpholine CC=1C=C(\C=N\NC2=C3N=CN(C3=NC(=N2)N2CCOCC2)C2=CC(=CC=C2)C(F)(F)F)C=CC1